C(C)OC(C(C(Br)C1=C(C(=CC=C1)F)Cl)Br)=O 3-(3-Fluoro-2-chlorophenyl)-2,3-dibromopropionic acid ethyl ester